C(C)(C)(C)OC(=O)N1C(N(C2=C1C=CC=C2)C2=CC=C(C=C2)C(C)=O)=O 3-(4-acetylphenyl)-2-oxo-2,3-dihydro-1H-benzo[d]imidazole-1-carboxylic acid tert-butyl ester